trans-N-((trans-4-(2-Cyano-4-methoxyphenyl)cyclohexyl)methyl)-N-(4-(1-cyclopropyl-1H-pyrazol-4-yl)pyridin-2-yl)-4-hydroxycyclohexanecarboxamide C(#N)C1=C(C=CC(=C1)OC)[C@@H]1CC[C@H](CC1)CN(C(=O)[C@@H]1CC[C@H](CC1)O)C1=NC=CC(=C1)C=1C=NN(C1)C1CC1